C(C)(=O)N1CCN(CC1)C=1C(=NC2=CC=C(C=C2C1C(=O)N)C)C=1OC(=CC1)C (4-acetylpiperazin-1-yl)-6-methyl-2-(5-methylfuran-2-yl)quinoline-4-carboxamide